FC1=CC=C(CC2=C(C3=C(COCC3)S2)C(=O)N[C@@H](C)C2=CC=C(C=C2)C(=O)NN)C=C1 (S)-2-(4-fluorobenzyl)-N-(1-(4-(hydrazinocarbonyl)phenyl)ethyl)-4,7-dihydro-5H-thieno[2,3-c]pyran-3-carboxamide